(butylamino)-N-(5-nitro-4-(trifluoromethyl)thiazol-2-yl)-[1,1'-biphenyl]-2-carboxamide C(CCC)NC1=C(C(=CC=C1)C1=CC=CC=C1)C(=O)NC=1SC(=C(N1)C(F)(F)F)[N+](=O)[O-]